BrC1=C(C=C(C=O)C(=C1)Br)C=O 4,6-dibromoisophthalaldehyde